methyl 3-(tert-butyldimethylsilyloxy)-2-(5-(2-fluorobenzyloxy)-2-methylpyrazolo[1,5-a]pyridine-3-carboxamido)-2-methylpropanoate [Si](C)(C)(C(C)(C)C)OCC(C(=O)OC)(C)NC(=O)C=1C(=NN2C1C=C(C=C2)OCC2=C(C=CC=C2)F)C